FC1=C(C(=O)OCC)C=CC(=C1)N1CCC(CC1)CO ethyl 2-fluoro-4-(4-(hydroxymethyl)piperidin-1-yl)benzoate